(S)-Di-tert-Butyl 2-(2-((benzyloxy)carbonyl)hydrazinecarboxamido)pentanedioate C(C1=CC=CC=C1)OC(=O)NNC(=O)N[C@H](C(=O)OC(C)(C)C)CCC(=O)OC(C)(C)C